C[Si](CCOCC1(N(CCC1)C(=O)OC(C)(C)C)C(=O)OC)(C)C 1-(tert-butyl) 2-methyl 2-((2-(trimethylsilyl)ethoxy)methyl)pyrrolidine-1,2-dicarboxylate